CC1(COCC2=CC(=CC(=C12)CC(=O)OCC)C)C ethyl 2-(4,4,7-trimethylisochroman-5-yl)acetate